bis-tetramethyl-ammonium maleate C(\C=C/C(=O)[O-])(=O)[O-].C[N+](C)(C)C.C[N+](C)(C)C